(2S)-2-({8-[(3beta)-cholest-5-en-3-yloxy]octyl}oxy)-N,N-dimethyl-3-[(9z,12z)-octadec-9,12-dien-1-yloxy]propan-1-amine CC(C)CCC[C@@H](C)[C@H]1CC[C@H]2[C@@H]3CC=C4C[C@H](CC[C@]4(C)[C@H]3CC[C@]12C)OCCCCCCCCO[C@@H](CN(C)C)COCCCCCCCC\C=C/C\C=C/CCCCC